8-(4-amino-2-(methylthio)phenoxy)pyrido[2,3-b]pyrazin-3(4H)-one hydrochloride Cl.NC1=CC(=C(OC2=CC=NC=3NC(C=NC32)=O)C=C1)SC